F[C@H]1CN(C[C@H]1F)C1=NC(=CC(=N1)C=1OC(=NN1)C1=C(C=C(C=C1)I)N1CCC2(CC2)CC1)C 2-(2-((3s,4r)-3,4-difluoropyrrolidin-1-yl)-6-methylpyrimidin-4-yl)-5-(4-iodo-2-(6-azaspiro[2.5]oct-6-yl)phenyl)-1,3,4-oxadiazole